1-[3-[4-(4-fluoro-2-methoxy-phenyl)-1-(1,2,3,4-tetrahydroisoquinolin-6-yl)-6,7-dihydro-5H-cyclopenta[c]pyridin-3-yl]-7,8-dihydro-5H-1,6-naphthyridin-6-yl]prop-2-en-1-one FC1=CC(=C(C=C1)C=1C2=C(C(=NC1C=1C=NC=3CCN(CC3C1)C(C=C)=O)C=1C=C3CCNCC3=CC1)CCC2)OC